1-[5-ethylsulfonyl-6-[1-oxo-6-(trifluoromethyl)isoindolin-2-yl]-3-pyridinyl]cyclopropanecarbonitrile C(C)S(=O)(=O)C=1C=C(C=NC1N1C(C2=CC(=CC=C2C1)C(F)(F)F)=O)C1(CC1)C#N